NC1=NC(=NC(=N1)NC)NC1=C(C(=CC=C1)Cl)Cl 2-amino-4-methylamino-6-(2,3-dichloroanilino)-1,3,5-triazine